cis-3-amino-1-(2-fluorocyclopropyl)pyridin-2(1H)-one hydrochloride Cl.NC=1C(N(C=CC1)[C@H]1[C@H](C1)F)=O